(2Z)-3-bromo-7-chloro-2-hydrazinylidene-1H-1,6-naphthyridine BrC=1/C(/NC2=CC(=NC=C2C1)Cl)=N/N